(-)-di-p-toluyltartaric acid C1(=CC=C(C=C1)C(C(C(=O)O)(O)C1=CC=C(C=C1)C)(O)C(=O)O)C